Nitrososulfuric acid N(=O)OS(O)(=O)=O